N[C@H]1C=C(CC1=C(F)F)C(=O)O (S)-3-amino-4-(difluoromethylene)cyclopent-1-ene-carboxylic acid